ClC1=CNC=2N=C(C=C(C21)NCCS(=O)(=O)C)NC2=C(C=C(C=C2)S(=O)(=O)C)OC 3-chloro-N6-(2-methoxy-4-(methylsulfonyl)phenyl)-N4-(2-(methylsulfonyl)ethyl)-1H-pyrrolo[2,3-b]pyridine-4,6-diamine